(5-Benzoyl-2-((methoxycarbonyl)amino)-1H-benzo[d]imidazol-1-yl)methyl (tert-butoxycarbonyl)glycinate C(C)(C)(C)OC(=O)NCC(=O)OCN1C(=NC2=C1C=CC(=C2)C(C2=CC=CC=C2)=O)NC(=O)OC